1-methyl-N-(3-(3-(pyridin-3-yl)pyrazolo[1,5-a]pyridin-5-yl)-1H-pyrrolo[2,3-b]pyridin-5-yl)piperidine-4-carboxamide CN1CCC(CC1)C(=O)NC=1C=C2C(=NC1)NC=C2C2=CC=1N(C=C2)N=CC1C=1C=NC=CC1